ClC=1C(=NC(=NC1)NC1=CNOC=C1)C1=CC=C2CN(C(C2=C1)=O)[C@@H](C(=O)O)C (2R)-2-(6-{5-chloro-2-[(oxazin-4-yl)amino]pyrimidin-4-yl}-1-oxo-2,3-dihydro-1H-isoindol-2-yl)propionic acid